Benzyl decane-9-carboxylate CCCCCCCCC(C)C(=O)OCC1=CC=CC=C1